ClC1=CC=NN1C1(CC1)C(=O)N1[C@@H](CCC1)C(=O)N[C@H](C#C)CC(=O)N (2S)-1-[1-(5-chloropyrazol-1-yl)cyclopropanecarbonyl]-N-[(1S)-1-(2-amino-2-oxo-ethyl)prop-2-ynyl]pyrrolidine-2-carboxamide